(2R,3S)-1-benzhydryl-2-methylazetidin-3-ylmethanesulfonate C(C1=CC=CC=C1)(C1=CC=CC=C1)N1[C@@H]([C@H](C1)CS(=O)(=O)[O-])C